2,2'-(1-carboxy-2-(carboxymethyl)-13-(2,5-dioxo-2,5-dihydro-1H-pyrrol-1-yl)-10-oxo-2,5,8,11-tetraazatridecane-5,8-diyl)diacetic acid C(=O)(O)CN(CCN(CCN(CC(NCCN1C(C=CC1=O)=O)=O)CC(=O)O)CC(=O)O)CC(=O)O